N1(CCOCC1)C1=CC=C(C=C1)NC1=NC2=C(C=CC=C2C=N1)C1=NC=CC(=C1)NC(\C=C/C)=O (Z)-N-(2-(2-((4-morpholinylphenyl)amino)quinazolin-8-yl)pyridin-4-yl)but-2-enamide